BrC=1C=C2C3(CN(C2=CC1)C(=O)C=1C=C(C=CC1)S(=O)(=O)NC(CC)CC)CCC1(CC3)CC1 3-(5''-bromodispiro[cyclopropane-1,1'-cyclohexane-4',3''-indoline]-1''-carbonyl)-N-(pentan-3-yl)benzenesulfonamide